Ethyl-(1-(6-amino-2-fluoro-9H-purin-9-yl)-2,2,2-trichloroethyl)-carbamate C(C)OC(NC(C(Cl)(Cl)Cl)N1C2=NC(=NC(=C2N=C1)N)F)=O